ClC1CCCC=2C(=NN(C12)C1=CC(=NC=C1)O[C@H](C)C1=CC2=C(OC(O2)(F)F)C=C1)C(F)(F)F 7-chloro-1-(2-((R)-1-(2,2-difluorobenzo[d][1,3]dioxol-5-yl)ethoxy)pyridin-4-yl)-3-(trifluoromethyl)-4,5,6,7-tetrahydro-1H-indazole